O=PO dioxaphosphen